N[C@@H](CC1=CNC2=CC=CC=C12)C(=O)O tryptophane